2-(4,5-dimethyloxazol-2-yl)-2-methylpropanoic acid CC=1N=C(OC1C)C(C(=O)O)(C)C